BrC=1C(=C(OC=2C=C(C#N)C=CC2)C=CC1)NC 3-(3-Bromo-2-(methylamino)phenoxy)benzonitrile